mono-m-tolyl phosphate P(=O)(OC=1C=C(C=CC1)C)([O-])[O-]